BrC1=CC2=C(C=C1OC)OCC1=C2N(N=C1C(=O)O)C1=CC(=CC(=C1)F)F 8-bromo-1-(3,5-difluorophenyl)-7-methoxy-1,4-dihydrochromeno[4,3-c]pyrazole-3-carboxylic acid